1,3,5-triisopropyl-benzene bis-(1,2,2,6,6-pentamethyl-4-piperidinyl)-(3,5-ditert.butyl-4-hydroxybenzyl)butyl-propanedioate CN1C(CC(CC1(C)C)OC(C(C(=O)OC1CC(N(C(C1)(C)C)C)(C)C)(CCCC)CC1=CC(=C(C(=C1)C(C)(C)C)O)C(C)(C)C)=O)(C)C.C(C)(C)C1=CC(=CC(=C1)C(C)C)C(C)C